methyl i-propyl ether C(C)(C)OC